FC(C(=O)O)(F)F.ClC1=CC=C(C=C1)C1=CC=C(C=C1)C=1N=NNC1C(=O)O 4-(4'-chloro-[1,1'-biphenyl]-4-yl)-1H-1,2,3-triazole-5-carboxylic acid 2,2,2-trifluoroacetate